C1(CCCCC1)N1CCC(CC1)N1NC=2C=CC=C(C2C1=O)C(=O)N 2-(1-cyclohexylpiperidin-4-yl)-3-oxo-2,3-dihydro-1H-indazole-4-carboxamide